iodopentyne IC#CCCC